methyl 3-((3-bromo-7-hydroxy-5-((methoxycarbonyl)amino)-1H-pyrazolo[4,3-d]pyrimidin-1-yl)methyl)-4-methoxybenzoate BrC1=NN(C2=C1N=C(N=C2O)NC(=O)OC)CC=2C=C(C(=O)OC)C=CC2OC